C(CCCCCCCCCCCCCCCCC)N1C(=C(C(C2=C(C=C(C=C12)OCC)OCC)=O)OCC)C1=CC(=C(C=C1)OCC)OC N-octadecyl-2-(3-methoxy-4-ethoxyphenyl)-3,5,7-triethoxyquinolin-4-one